BrC1=C2C=CC(=C(C2=CC=C1)C(=O)O)I 5-bromo-2-iodo-naphthalene-1-carboxylic acid